(S)-2,2'-dimethoxy-1,1'-binaphthyl COC1=C(C2=CC=CC=C2C=C1)C3=C(C=CC4=CC=CC=C43)OC